4-benzyl 1-tert-butyl (2R,6S)-2,6-dimethylpiperazine-1,4-dicarboxylate C[C@H]1N([C@H](CN(C1)C(=O)OCC1=CC=CC=C1)C)C(=O)OC(C)(C)C